3-(N-hydroxycarbamimidoyl)-6-methoxy-2H-benzopyran ONC(=N)C=1COC2=C(C1)C=C(C=C2)OC